Cl.C(CCC)C=1C=C2C(=CNC2=CC1)C1CCN(CC1)CCC1=CC(=CC=C1)F 5-butyl-3-[1-[2-[3-fluorophenyl]ethyl]-4-piperidinyl]-1H-indole hydrochloride